[Na+].NC=1SC=C(N1)C(C(=O)N[C@H]1[C@H]2SCC=C(N2C1=O)C(=O)[O-])=NOC (6R,7R)-7-[2-(2-aminothiazole-4-yl)-2-(methoxyimino)acetamido]-8-oxo-5-thia-1-azabicyclo[4.2.0]oct-2-ene-2-carboxylic acid sodium salt